C1C(CCC2=CC=CC=C12)OC=1N=NNC1 4-((1,2,3,4-tetrahydronaphthalen-2-yl)oxy)-1H-1,2,3-triazole